C1(=CC=CC=C1)C phenylmethan